N1C=NC(=C1)C(=O)[O-] 1H-imidazol-4-carboxylat